ClC=1C=C(C=C(C1)Cl)N1CCN(CC1)C(=O)C1CCC(CC1)NC(C1=C(C=CC=C1)N(S(=O)(=O)C)C)=O N-[4-[4-(3,5-Dichlorophenyl)piperazine-1-carbonyl]cyclohexyl]-2-[methyl(methylsulfonyl)-amino]benzamide